C(C)(=O)C1=C(C=NN(C1=O)COCC[Si](C)(C)C)N[C@H](CON1C(C2=CC=CC=C2C1=O)=O)C (S)-2-(2-((5-acetyl-6-oxo-1-((2-(trimethylsilyl)ethoxy)methyl)-1,6-dihydropyridazin-4-yl)amino)propoxy)isoindoline-1,3-dione